[1,1'-biphenyl]-2-Carboxylic acid C=1(C(=CC=CC1)C(=O)O)C1=CC=CC=C1